FC1(CCN(CC1)C1=NC2=CC(=C(C=C2C(=N1)NC1=NNC(=C1)\C=C\C)OC)OCCCN1CCCC1)F (E)-2-(4,4-difluoropiperidin-1-yl)-6-methoxy-N-(5-(prop-1-en-1-yl)-1H-pyrazol-3-yl)-7-(3-(pyrrolidin-1-yl)propoxy)quinazolin-4-amine